C(C1=CC=CC=C1)(=O)C=1CC(N2C1NCCC2)(C2=CC=CC=C2)O 8-benzoyl-6-hydroxy-6-phenyl-1,2,3,4-tetrahydropyrrolo[1,2-a]pyrimidine